N-[5-[[2-(3,3-dimethylazetidin-1-yl)acetyl]amino]-2-methyl-3-pyridyl]-6-(5-pyrazol-1-yl-3-pyridyl)triazolo[1,5-a]pyridine-3-carboxamide CC1(CN(C1)CC(=O)NC=1C=C(C(=NC1)C)NC(=O)C=1N=NN2C1C=CC(=C2)C=2C=NC=C(C2)N2N=CC=C2)C